2-[4-[(2-ethyl-6-nitro-4-oxo-quinazolin-3-yl)methyl]-1-piperidinyl]benzonitrile C(C)C1=NC2=CC=C(C=C2C(N1CC1CCN(CC1)C1=C(C#N)C=CC=C1)=O)[N+](=O)[O-]